FC1=CC(=C(N/C(=C/C(=O)OC)/C)C=C1)OCC(F)(F)F methyl (2E)-3-[4-fluoro-2-(2,2,2-trifluoroethoxy)anilino]but-2-enoate